C(CC(=C)C)OP([O-])(=O)OP(=O)([O-])[O-].[Li+].[Li+].[Li+] lithium isopentenyl-pyrophosphate salt